4-(propan-1-yn-1-yl)-1H-indazole-7-carboxylic acid lithium salt [Li+].C(#CC)C1=C2C=NNC2=C(C=C1)C(=O)[O-]